sodium trichloroisocyanuric acid potassium [K].ClN1C(N(C(N(C1=O)Cl)=O)Cl)=O.[Na]